ClC=1N=NC=2NC=3CCNC(C3C2C1)COC 12-chloro-3-(methoxymethyl)-4,8,10,11-tetrazatricyclo[7.4.0.02,7]trideca-1(9),2(7),10,12-tetraene